11-undecyltriazine CCCCCCCCCCCC1=NN=NC=C1